C1(=CC=CC=C1)C=1C(=NN=NC1N)N phenyl-diaminotriazine